C(C)(C)(C)OC(=O)N[C@H]1CC[C@H](C[C@@H]2N(C1=O)[C@@H](CC2)C(=O)OC)CC Methyl (3S,6S,9R,10aR)-6-((tert-butoxycarbonyl)amino)-9-ethyl-5-oxodecahydropyrrolo[1,2-a]azocine-3-carboxylate